C(\C=C\C=C\C)(=O)[O-].[Na+].C1(CC1)C1=NN(C(=C1)C1=C(C=CC(=C1)F)C)C1CC2(CN(C2)C(=O)C2=C(C=CC(=C2)O)F)C1 (6-(3-cyclopropyl-5-(5-fluoro-2-methylphenyl)-1H-pyrazol-1-yl)-2-azaspiro[3.3]heptan-2-yl)(2-fluoro-5-hydroxyphenyl)methanone Natrium sorbat